NC=1C(=C(C(=O)OC)C=C(C1)Br)I Methyl 3-amino-5-bromo-2-iodobenzoate